C(C)(C)(CC)C1=C(C(=O)OO)C=CC=C1.C(C1=CC=CC=C1)(=O)OOC(C)(C)CC tert-amyl peroxybenzoate (tert-amyl peroxybenzoate)